Behenyl α-chloroacrylate ClC(C(=O)OCCCCCCCCCCCCCCCCCCCCCC)=C